BrC1=CC=C(C(=O)NC(C(=O)O)=CC=2SC=CC2)C=C1 2-(4-bromobenzamido)-3-(thiophen-2-yl)acrylic acid